trimethoxytrifluoropropyl-silane CO[Si](CCC(F)(F)F)(OC)OC